1,1'-(piperazine-1,4-diyl)bis(propan-2-ol) N1(CCN(CC1)CC(C)O)CC(C)O